ClC1=C(C2=CC=CC=C2C=C1)N 2-Chloro-1-naphthylamine